S=C1N(CN(C2=CC=CC=C12)C1=CC=C(C=C1)C)NC(OCC)=O ethyl (4-thioxo-1-(p-tolyl)-1,4-dihydroquinazolin-3(2H)-yl)carbamate